FC1(CCC=2C1=NC(=CC2CN2C[C@@H](CCC2)C)C(=O)N)F |r| 7,7-difluoro-4-(((RS)-3-methylpiperidin-1-yl)methyl)-6,7-dihydro-5H-cyclopenta[b]pyridine-2-carboxamide